[Cu].[Sn].[Ni].[Bi] bismuth-nickel-tin-copper